8-hydroxyisoquinoline OC=1C=CC=C2C=CN=CC12